C(#N)C1=CN=C2N1C(=CC(=C2)C=2N=NN(C2C)C2CCN(CC2)C(=O)OC(C)(C)C)OC(C)C=2N=NC=C(C2)C tert-Butyl 4-[4-[3-cyano-5-[1-(5-methylpyridazin-3-yl)ethoxy]imidazo[1,2-a]pyridin-7-yl]-5-methyl-triazol-1-yl]piperidine-1-carboxylate